N-(3,5-dimethylphenyl)-2,2-difluoro-4-hydroxy-5-phenylpentanamide CC=1C=C(C=C(C1)C)NC(C(CC(CC1=CC=CC=C1)O)(F)F)=O